C(C)(C)C1=CC=C(C=C1)C(C(C)(C)O)=O p-isopropyl-α-hydroxyisobutyrophenone